ethyl (S,E)-5-(2-(5-fluoro-2-(prop-1-en-1-yl)pyridin-3-yl)pyrrolidin-1-yl)pyrazolo[1,5-a]pyrimidine-3-carboxylate FC=1C=C(C(=NC1)\C=C\C)[C@H]1N(CCC1)C1=NC=2N(C=C1)N=CC2C(=O)OCC